OC1(CCN(CC1)C(=O)OC(C)(C)C)C1=CC=C(C=C1)C(=O)N1CC2CN(CC2C1)C1=CC=C(C=C1)C(F)(F)F tert-butyl 4-hydroxy-4-(4-(5-(4-(trifluoromethyl)phenyl)octahydropyrrolo[3,4-c]pyrrole-2-carbonyl)phenyl)piperidine-1-carboxylate